F[P-](F)(F)(F)(F)F.N1(N=NC2=C1C=CC=C2)OC(=[N+](C)C)N(C)C N-[(1H-1,2,3-benzotriazol-1-yloxy)(dimethylamino)methylene]N-Methylmethylammonium hexafluorophosphate